BrC=1C=C(C2=C(NC(=N2)NC(=O)OC(C)(C)C)C1)C(=O)OC methyl 6-bromo-2-((tert-butoxycarbonyl)amino)-1H-benzo[d]imidazole-4-carboxylate